3-Amino-N-[4-methyl-5-(trifluoromethyl)-1,3-thiazol-2-yl]propanamide dihydrochloride Cl.Cl.NCCC(=O)NC=1SC(=C(N1)C)C(F)(F)F